ClC1=CC(=C(C=C1)NC(=O)C=1C=NC=C(C1)C(F)(F)F)C(N[C@H](C(C(=O)NC1CC1)=O)C[C@H]1C(NCC1)=O)=O N-[4-chloro-2-[[(1S)-3-(cyclopropylamino)-2,3-dioxo-1-[[(3S)-2-oxopyrrolidin-3-yl]methyl]propyl]carbamoyl]phenyl]-5-(trifluoromethyl)pyridine-3-carboxamide